ClC1=C(C(=CC=C1)Cl)N1N=C(C(=C1)NC1=CC=C(C=C1)C1=C(C=CC(=C1)F)F)C(=O)N 1-(2,6-dichlorophenyl)-4-((2',5'-difluoro-[1,1'-biphenyl]-4-yl)amino)-1H-pyrazole-3-carboxamide